N-(3-(dimethylamino)propyl)-1-((1r,3s)-3-(methylcarbamoyl)cyclobutyl)-2-(3,4,5-trimethoxyphenyl)-1H-benzo[d]imidazole-6-carboxamide CN(CCCNC(=O)C=1C=CC2=C(N(C(=N2)C2=CC(=C(C(=C2)OC)OC)OC)C2CC(C2)C(NC)=O)C1)C